5-(2-fluoro-6-hydroxy-4-(pyridin-4-yl)phenyl)-1,2,5-thiadiazolidin-3-one 1,1-dioxide FC1=C(C(=CC(=C1)C1=CC=NC=C1)O)N1CC(NS1(=O)=O)=O